N1(CCC1)C(=O)N1[C@H]([C@H](CC1)NC(=O)C1(CC1)OC)CC1=NC(=CC=C1)C1=CC(=CC=C1)F N-[(2S,3S)-1-(azetidine-1-carbonyl)-2-([6-(3-fluorophenyl)pyridin-2-yl]methyl)pyrrolidin-3-yl]-1-methoxycyclopropane-1-carboxamide